C(C)(C)(C)N(C(O)=O)CCCC1=NC(=NO1)C1=CC=C(C=C1)C1(OCCO1)C.CC(C)(C)S(=O)/N=C/C=1C=NC(=CC1)C(F)(F)F (E)-2-methyl-N-((6-(trifluoromethyl)pyridin-3-yl)methylene)propane-2-sulfinamide tert-butyl-(3-(3-(4-(2-methyl-1,3-dioxolan-2-yl)phenyl)-1,2,4-oxadiazol-5-yl)propyl)carbamate